OC=1C=C(C=CC1)C1=NC=2C(=NC=CC2C2CCN(CC2)C(=O)C2=CC=C(C=C2)OC(F)(F)F)N1 [4-[2-(3-hydroxyphenyl)-3H-imidazo[4,5-b]pyridin-7-yl]-1-piperidyl]-[4-(trifluoromethoxy)phenyl]methanone